FC1=C(C=CC(=C1C)[N+](=O)[O-])C1=CC(=NC=C1)N 4-(2-fluoro-3-methyl-4-nitrophenyl)pyridin-2-amine